NCCS(=O)(=O)[O-].[Na+].C(CCCCCCCCCCC)(=O)N(CCS(=O)(=O)O)C lauroyl-methyl-taurine sodium taurate